COC(NC1=C(C=C(C=C1)NCC1=CC2=C(S1)C=CC=C2)OC)=O {4-[(Benzo[b]thiophen-2-ylmethyl)-amino]-2-methoxyphenyl}-carbamic acid methyl ester